6-{[(3S,4R)-4-hydroxyoxohexan-3-yl]amino}-N-[6-(2-methylphenyl)-5-(trifluoromethyl)pyridin-2-yl]pyridine-2-sulfonamide O[C@@H]([C@H](CC)NC1=CC=CC(=N1)S(=O)(=O)NC1=NC(=C(C=C1)C(F)(F)F)C1=C(C=CC=C1)C)CC=O